C1(CC1)C1=C(C(=NO1)C1=C(C=CC=C1)C(F)(F)F)C1=CC2(C1)CCN(CC2)C=2C(=NC1=CC=CC=C1N2)C(=O)O (2-(5-cyclopropyl-3-(2-(trifluoromethyl)phenyl)isoxazol-4-yl)-7-azaspiro[3.5]non-1-en-7-yl)quinoxaline-2-carboxylic acid